6-chloro-1-(2-(tetrahydro-2H-pyran-4-yl)propan-2-yl)-1H-pyrazolo[3,4-b]Pyrazine ClC1=CN=C2C(=N1)N(N=C2)C(C)(C)C2CCOCC2